C(C)OC1=CC=C(C=C1)/C=C/C(=O)C1=CC=C(OCCCC(=O)O)C=C1 4-[4-[(E)-3-(4-Ethoxyphenyl)prop-2-enoyl]phenoxy]butanoic acid